COC(C1=C(C=CC=C1)OC=C(C1=CC=CC=C1)OC)=O ((2-methoxy-2-phenylvinyl)oxy)benzoic acid methyl ester